(2R)-4-chloro-2-(2-naphthyl)-5-[[(3R)-tetrahydropyran-3-yl]methylamino]pyridazin-3-one ClC=1C(N(N=CC1NC[C@@H]1COCCC1)C1=CC2=CC=CC=C2C=C1)=O